C1=NC=C(C2=CC=NC=C12)B(O)O 2,7-NAPHTHYRIDINE-4-BORONIC ACID